3-((1R,5S)-3-(7-(3-hydroxynaphthalen-1-yl)-2-((tetrahydro-1H-pyrrolizin-7a(5H)-yl)methoxy)quinazolin-4-yl)-3,8-diazabicyclo[3.2.1]octan-8-yl)-3-oxopropane-1-sulfonamide OC=1C=C(C2=CC=CC=C2C1)C1=CC=C2C(=NC(=NC2=C1)OCC12CCCN2CCC1)N1C[C@H]2CC[C@@H](C1)N2C(CCS(=O)(=O)N)=O